FC(CCN1N=NC2=C1C=C(C=C2)C=2C=CN1N=C(N=C(C12)OC)NC1CCC(CC1)(O)C)F (1s,4s)-4-((5-(1-(3,3-difluoropropyl)-1H-benzo[d][1,2,3]triazol-6-yl)-4-methoxypyrrolo[2,1-f][1,2,4]triazin-2-yl)amino)-1-methylcyclohexan-1-ol